[C@H]12CC(C[C@H](CC1)O2)O[C@@H](CN2C(N(C(C1=C2SC(=C1C)C#N)=O)C(C(=O)O)(C)C)=O)C1=C(C=CC=C1)OC 2-(1-((R)-2-(((1R,3s,5s)-8-oxabicyclo[3.2.1]oct-3-yl)oxy)-2-(2-methoxyphenyl)ethyl)-6-cyano-5-methyl-2,4-dioxo-1,4-dihydrothieno[2,3-d]pyrimidin-3(2H)-yl)-2-methylpropanoic acid